ClC1=NC(=CC(=C1)C1=NN(C=C1C=1N(C(=NN1)S)C)CCC)Cl 5-(3-(2,6-Dichloropyridin-4-yl)-1-propyl-1H-pyrazol-4-yl)-4-methyl-4H-1,2,4-triazole-3-thiol